18,21-dihydroxypregn-4-ene-3,20-dione OC[C@@]12CC[C@@H]3[C@]4(CCC(C=C4CC[C@H]3[C@@H]2CC[C@@H]1C(CO)=O)=O)C